C(C1=CC=CC=C1)(=O)C(C(C(=O)O)(O)C(C1=CC=CC=C1)=O)(O)C(=O)O (-)-dibenzoyl-tartaric acid